FC(C(=O)O)(F)F.NC=1NC(=NN1)N1CCC(CC1)N1C[C@@H](OC[C@@H]1CC1=CC=C(C=C1)Cl)CN1C[C@H](CC1)O (S)-1-(((2S,5S)-4-(1-(5-amino-4H-1,2,4-triazol-3-yl)piperidin-4-yl)-5-(4-chlorobenzyl)morpholin-2-yl)methyl)pyrrolidin-3-ol 2,2,2-trifluoroacetate